2-((S)-4-((R)-2-(((S)-1-methylpyrrolidin-2-yl)methoxy)-3',4',5,7-tetrahydro-1'H-spiro[cyclopenta[d]pyrimidine-6,2'-naphthalen]-4-yl)piperazin-2-yl)acetonitrile CN1[C@@H](CCC1)COC=1N=C(C2=C(N1)C[C@]1(CC3=CC=CC=C3CC1)C2)N2C[C@@H](NCC2)CC#N